C(C)(C)N1C(=NC2=NC=C(C=C21)C=2C=CN1N=C(N=CC12)NC=1C=NN(C1)C)C 5-(1-isopropyl-2-methyl-1H-imidazo[4,5-b]pyridin-6-yl)-N-(1-methyl-1H-pyrazol-4-yl)pyrrolo[2,1-f][1,2,4]triazin-2-amine